5-Fluoro-4-(2-Fluoro-4-iodoanilino)-1-[[3-Fluoro-2-(methylsulfamoylamino)Pyridine-4-yl]Methyl]-6-oxopyridine-3-carboxamide FC1=C(C(=CN(C1=O)CC1=C(C(=NC=C1)NS(NC)(=O)=O)F)C(=O)N)NC1=C(C=C(C=C1)I)F